COC=1C=C(C(=C(C1OC)OC)C=1C(=CC(=C(C1OC)OC)OC)C(=O)O)C(=O)O (S)-4,5,6,4',5',6'-hexamethoxybiphenyl-2,2'-dicarboxylic acid